CC=1C=C(C=C(C1)N1N=CC=C1)O 3-methyl-5-(1H-pyrazol-1-yl)phenol